10-(Hydroxymethyl)-2,3-dimethyl-2,3,4a,9,9a,10-hexahydro-1H-indeno[1,2-c]pyrazolo[1,2-a]pyrazol-1-one OCC1C2C(N3N1C(C(C3C)C)=O)C=3C=CC=CC3C2